2-(1-ethyl-pyrrolidin-2-yl)-N-(2-(furo[3,2-c]pyridin-4-yl)propan-2-yl)acetamide C(C)N1C(CCC1)CC(=O)NC(C)(C)C1=NC=CC2=C1C=CO2